7-[(1-acetylpiperidin-4-yl)methoxy]-5-fluoro-2-[(oxan-4-ylsulfanyl)methyl]-3H-quinazolin-4-one C(C)(=O)N1CCC(CC1)COC1=CC(=C2C(NC(=NC2=C1)CSC1CCOCC1)=O)F